ClC1=CC=C(C=C1)C(N1C[C@@H](N(C[C@H]1C)C1=CC(N(C=2C=CC(=NC12)C#N)C)=O)C)C1=NC=C(C=C1)Cl 8-[(2S,5R)-4-[(4-chlorophenyl)(5-chloropyridin-2-yl)methyl]-2,5-dimethylpiperazin-1-yl]-5-methyl-6-oxo-5,6-dihydro-1,5-naphthyridine-2-carbonitrile